N[C@H](C(=O)O)CCCCN(C(CCCC1=CC=CC=C1)=O)C (2S)-2-amino-6-(N-methyl-4-phenylbutanamido)hexanoic acid